N\C(\C=1C=NC=CC1)=N/OC(=O)C1CCN(CC1)C(=O)OC(C)(C)C tert-butyl 4-[({(Z)-[amino(pyridin-3-yl)methylidene]amino}oxy)carbonyl]piperidine-1-carboxylate